2,3,5,6-tetrafluorophenyl-4-ethynylbenzoate FC1=C(C(=C(C=C1F)F)F)OC(C1=CC=C(C=C1)C#C)=O